6-(4-Fluorophenyl)-4-hydroxypyrido[3,2-d]pyrimidine-8-carboxylic acid FC1=CC=C(C=C1)C=1C=C(C=2N=CN=C(C2N1)O)C(=O)O